ClC=1C(=C(C(=C(C#N)C1F)C1=CC=CC2=C1[C@@H](C(O2)(C2=CC=CC=C2)CNC2CCC(CC2)(C)O)C)F)OC[C@H](C)O (2s,3s,4r)-5-chloro-6-fluoro-2-(((((trans)-4-hydroxy-4-methylcyclohexyl)amino)methyl)-3-methyl-2-phenyl-2,3-dihydrobenzofuran-4-yl)-3-fluoro-4-((S)-2-hydroxypropoxy)benzonitrile